methyl (S)-5-(2-(4-((2-(4-chlorobenzyl)pyrimidin-4-yl)oxy)phenyl)acetamido)-6-((oxetan-2-ylmethyl)amino)picolinate ClC1=CC=C(CC2=NC=CC(=N2)OC2=CC=C(C=C2)CC(=O)NC=2C=CC(=NC2NC[C@H]2OCC2)C(=O)OC)C=C1